(2S,4R)-1-((S)-2-(11-aminoundecanecarboxamido)-3,3-dimethylbutyryl)-4-hydroxy-N-(4-(4-methylthiazol-5-yl)benzyl)pyrrolidine-2-carboxamide NCCCCCCCCCCCC(=O)N[C@H](C(=O)N1[C@@H](C[C@H](C1)O)C(=O)NCC1=CC=C(C=C1)C1=C(N=CS1)C)C(C)(C)C